(R)-4-[3-(4-benzylpiperidin-1-yl)propionyl]-7-methoxy-2,3,4,5-tetrahydro-1,4-benzothiazepine-1-oxide C(C1=CC=CC=C1)C1CCN(CC1)CCC(=O)N1CC[S@](C2=C(C1)C=C(C=C2)OC)=O